P(=O)(OCCCCC)(OCCCCC)[O-] di(1-pentyl) phosphate